C(CC)OC=1C=C(C=C(C1)C(F)(F)F)B(O)O 3-PROPOXY-5-TRIFLUOROMETHYLPHENYLBORONIC ACID